C(C)C1=C(C(N)N)C=CC(=C1)CC 2,4-diethyltoluenediamine